(S)-2-(1-cyclopropyl-3-methyl-4-oxo-1,4-dihydro-5H-pyrazolo[3,4-d]pyridazin-5-yl)-N-(1-(3-fluorophenyl)ethyl)acetamide C1(CC1)N1N=C(C2=C1C=NN(C2=O)CC(=O)N[C@@H](C)C2=CC(=CC=C2)F)C